COC1=CC=CC(=N1)NC(=O)C=1C=CC=2N(C1)C=C(N2)C2CCOCC2 N-(6-methoxypyridin-2-yl)-2-(tetrahydro-2H-pyran-4-yl)imidazo[1,2-a]pyridine-6-carboxamide